5-bromo-2-(difluoromethoxy)-3-iodopyridine BrC=1C=C(C(=NC1)OC(F)F)I